((1R,5S,6r)-3-(6-((3-chloro-2-(1H-pyrazol-1-yl)pyridin-4-yl)thio)pyrido[2,3-b]pyrazin-2-yl)-6-(4-methylthiazol-2-yl)-3-azabicyclo[3.1.0]hexan-6-yl)methanamine ClC=1C(=NC=CC1SC=1C=CC=2C(=NC=C(N2)N2C[C@H]3C([C@H]3C2)(C=2SC=C(N2)C)CN)N1)N1N=CC=C1